[Ru].[Ru](Cl)Cl.N1=C(C=CC=C1)C1=NC=CC=C1.N1=C(C=CC=C1)C1=NC=CC=C1.N1=C(C=CC=C1)C1=NC=CC=C1 tris(2,2'-bipyridyl) ruthenium (II) chloride ruthenium